OCCN1CC=2C=CC(=NC2CC1)NC=1N=CC2=C(N1)C(=NC(=C2)C[C@H](C)O)N2CCCCC2 (2S)-1-[2-[[6-(2-hydroxyethyl)-7,8-dihydro-5H-1,6-naphthyridin-2-yl]amino]-8-piperidin-1-ylpyrido[3,4-d]pyrimidin-6-yl]propan-2-ol